CN1C=NC2=C1C=CC(=C2)COC2=CC=CC(=N2)C2CCN(CC2)CC2=NC1=C(N2C[C@H]2OCC2)C=C(C=C1)C(=O)OC(C)(C)C Tert-butyl (S)-2-((4-(6-((1-methyl-1H-benzo[d]imidazol-5-yl) methoxy) pyridin-2-yl) piperidin-1-yl) methyl)-1-(oxetan-2-ylmethyl)-1H-benzo[d]imidazole-6-carboxylate